C(C)C(C(C(=O)O)C1=CC=CC=C1)CCCCCCC beta-ethyl-2-phenyl-decanoic acid